8-(6-(1,3-dioxolan-2-yl)hexyl)-4-chloro-6-(1,1-dioxidotetrahydro-2H-thiopyran-4-yl)pyrido[2,3-d]pyrimidin-7(8H)-one O1C(OCC1)CCCCCCN1C(C(=CC2=C1N=CN=C2Cl)C2CCS(CC2)(=O)=O)=O